tert-butyl (R)-4-(7-bromo-2,6-dichloro-8-fluoroquinazolin-4-yl)-2-methylpiperazine-1-carboxylate BrC1=C(C=C2C(=NC(=NC2=C1F)Cl)N1C[C@H](N(CC1)C(=O)OC(C)(C)C)C)Cl